ClC=1C=2C(N=C3N(C2C=CC1)C1=CC(=CC=C1C3(C)C)N3C[C@H](NCC3)CC#N)=O (R)-2-(4-(4-chloro-7,7-dimethyl-5-oxo-5,7-dihydroindolo[1,2-a]quinazolin-10-yl)piperazin-2-yl)acetonitrile